1-[2-(2-methoxyphenyl)-3-(pyridin-4-yl)-6,7-dihydropyrazolo[1,5-a]pyrazin-5(4H)-yl]prop-2-en-1-one COC1=C(C=CC=C1)C1=NN2C(CN(CC2)C(C=C)=O)=C1C1=CC=NC=C1